1-chloro-4-(beta-D-glucopyranos-1-yl)-2-(4-tetrahydrofuran-3-yloxy-benzyl)-benzene ClC1=C(C=C(C=C1)[C@]1(O)[C@H](O)[C@@H](O)[C@H](O)[C@H](O1)CO)CC1=CC=C(C=C1)OC1COCC1